1-(4-(aminomethyl)piperidin-1-yl)-2-((3-isopropyl-2-(2-methylpyridin-4-yl)-1H-indol-5-yl)oxy)ethan-1-one tert-butyl-9-oxo-12-azatricyclo[6.3.1.02,7]dodeca-2,4,6-triene-12-carboxylate C(C)(C)(C)OC(=O)N1C2C3=CC=CC=C3C1C(CC2)=O.NCC2CCN(CC2)C(COC=2C=C1C(=C(NC1=CC2)C2=CC(=NC=C2)C)C(C)C)=O